Propylene Glycol ETHYL ETHER C(C)OCC(C)O